N-(4-methoxyphenyl)prop-2-ynamide COC1=CC=C(C=C1)NC(C#C)=O